FC(C)(F)C=1C=CC(=C(C1)O)C1=C(N=C(N=N1)N1CC[C@@H]2[C@H]1CN(CC2)C)C 5-(1,1-difluoroethyl)-2-(5-methyl-3-((3aR,7aS)-6-methyloctahydro-1H-pyrrolo[2,3-c]pyridin-1-yl)-1,2,4-triazin-6-yl)phenol